tert-butyl 4-((5-(((4,6-dimethyl-2-oxo-1,2-dihydropyridin-3-yl)methyl)carbamoyl)-4-methyl-4'-(morpholinomethyl)-[1,1'-biphenyl]-3-yl)(methyl)amino)piperidine-1-carboxylate CC1=C(C(NC(=C1)C)=O)CNC(=O)C=1C(=C(C=C(C1)C1=CC=C(C=C1)CN1CCOCC1)N(C1CCN(CC1)C(=O)OC(C)(C)C)C)C